CC1=NNC(=C1C1=CC=C(NC([C@H](C2CCC(CC2)C(F)(F)F)NC(=O)C=2N(N=CC2)C)=O)C=C1)C N-[(1S)-2-[4-(3,5-dimethyl-1H-pyrazol-4-yl)anilino]-2-oxo-1-[4-(trifluoromethyl)cyclohexyl]ethyl]-2-methyl-pyrazole-3-carboxamide